NC1CC2(CC2)OC2=C(C(=C(C=C12)F)C1=CC=NN1C)C#N 4-Amino-6-fluoro-7-(1-methyl-1H-pyrazol-5-yl)spiro[chromane-2,1'-cyclopropane]-8-carbonitrile